COC1=C(C=C(C=C1)[C@@H]1CC[C@H](CC1)CNC1=CC(=CC=C1)C1=CN=C(S1)OC)C N-((trans-4-(4-methoxy-3-methylphenyl)cyclohexyl)methyl)-3-(2-methoxythiazol-5-yl)aniline